C(=O)=N carbonyl-amine